C=1(C=2N(C=CN1)C=CC2)N2CC(CC2)NC(=O)C=2N=C(SC2)C2=CC=C(C=C2)F 2-(4-fluorophenyl)-thiazole-4-carboxylic acid (1-pyrrolo[1,2-a]pyrazin-1-yl-pyrrolidin-3-yl)-amide